ClC=1C=C(N(C1)S(=O)(=O)C1=CC=C(C)C=C1)C=1C=NN(C1)CCOC(F)F 4-chloro-2-(1-(2-difluoromethoxyethyl)-1H-pyrazol-4-yl)-1-p-toluenesulfonyl-1H-pyrrole